3-methyl-2-piperazin-1-yl-quinoline hydrochloride Cl.CC=1C(=NC2=CC=CC=C2C1)N1CCNCC1